FC=1C=C(C=CC1F)C1=CN=C(N1)C1N(CCCC1)C(C(CC)C)=O 1-(2-(5-(3,4-difluorophenyl)-1H-imidazol-2-yl)piperidin-1-yl)-2-methylbutan-1-one